[Fe]=S.[Zn].[Pb].[Cu] copper-lead-zinc-iron sulphide